2,4-dimethylphenylthiophenol CC1=C(C=CC(=C1)C)C1=C(C=CC=C1)S